1,3-bis(isocyanatomethyl)-4,5-dimethylbenzene N(=C=O)CC1=CC(=C(C(=C1)C)C)CN=C=O